2-methyl-4-(2,6,6-trimethyl-1-cyclohexene-1-yl)-butenal CC(C=O)=CCC1=C(CCCC1(C)C)C